3-fluoropiperidin-1-carboxylic acid tert-butyl ester C(C)(C)(C)OC(=O)N1CC(CCC1)F